FC(C(=O)O)(F)F.C(N)(=O)C=1N=CN(C1)CC=1C=2N(C=C(N1)C)C=C(N2)NC(=O)C2=CC=C(C1=CN(N=C21)C)N2CCC(CC2)NC2CC2 N-(8-((4-carbamoyl-1H-imidazol-1-yl)methyl)-6-methylimidazo[1,2-a]pyrazin-2-yl)-4-(4-(cyclopropylamino)piperidin-1-yl)-2-methyl-2H-indazole-7-carboxamide 2,2,2-trifluoroacetate